OC1=CC=C(C=C1)C(=C(CC)C1=CC=C(C=C1)O)C1=CC=C(C=C1)N1CCC(CC1)CN1C(CN(CC1C)C=1C=C2C(N(C(C2=CC1)=O)C1C(NC(CC1)=O)=O)=O)C 5-(4-((1-(4-(1,2-bis(4-hydroxyphenyl)but-1-en-1-yl)phenyl)piperidin-4-yl)methyl)-3,5-dimethylpiperazin-1-yl)-2-(2,6-dioxopiperidin-3-yl)isoindoline-1,3-dione